1-(4-(6-(2-amino-[1,2,4]triazolo[1,5-a]pyridin-7-yl)pyrazin-2-yl)-1H-pyrazol-1-yl)-1-(4-fluorophenyl)-2-methylpropan-2-ol NC1=NN2C(C=C(C=C2)C2=CN=CC(=N2)C=2C=NN(C2)C(C(C)(O)C)C2=CC=C(C=C2)F)=N1